(S)-2-(4-Bromofuran-2-carboxamido)-N1-(1-(2-(2-adamantylamino)-2-oxoethyl)-2-oxo-1,2-dihydropyridin-3-yl)-N6-methyl-5-oxohexandiamid BrC=1C=C(OC1)C(=O)N[C@H](C(=O)NC=1C(N(C=CC1)CC(=O)NC1C2CC3CC(CC1C3)C2)=O)CCC(C(=O)NC)=O